4-[4-(2-methoxyphenyl)piperazin-1-yl]-1-[3-chloro-10,11-dihydro-5H-dibenzo[b,f]azepin-5-yl]butan-1-one oxalate C(C(=O)O)(=O)O.COC1=C(C=CC=C1)N1CCN(CC1)CCCC(=O)N1C2=C(CCC3=C1C=CC=C3)C=CC(=C2)Cl